(2S,3S,4R,5R)-5-(6-(benzylamino)-2-(5-chloropyridin-3-yl)-9H-purin-9-yl)-3,4-dihydroxyl-N-methyltetrahydro-thiophen-2-formamide 1,1-dioxide C(C1=CC=CC=C1)NC1=C2N=CN(C2=NC(=N1)C=1C=NC=C(C1)Cl)[C@H]1[C@@H]([C@@H]([C@H](S1(=O)=O)C(=O)NC)O)O